1-benzyl 2-methyl (2R,3S,5R)-3-((N,N-dimethylsulfamoyl)(4-methoxybenzyl)amino)-5-methylpyrrolidine-1,2-dicarboxylate CN(S(=O)(=O)N([C@@H]1[C@@H](N([C@@H](C1)C)C(=O)OCC1=CC=CC=C1)C(=O)OC)CC1=CC=C(C=C1)OC)C